FC(C=1C=C(COCC(=O)NC([O-])=O)C=CC1)(F)F (E)-N-((3-(trifluoromethyl)benzyl)oxy)acetylcarbamate